(R)-6-fluoro-3-((3-fluorobenzyl)amino)-5-(1-(p-tolyl)ethyl)-4H-benzo[e][1,2,4]thiadiazine 1,1-dioxide FC=1C=CC2=C(NC(=NS2(=O)=O)NCC2=CC(=CC=C2)F)C1[C@H](C)C1=CC=C(C=C1)C